4-hydroxyl-3-methoxybenzoic acid methyl ester COC(C1=CC(=C(C=C1)O)OC)=O